C(=O)O.NCCC[C@H](C(C)C)N1CC2(C1)CN(CC2)C=2N=C(N=NC2OC2=C(C(=O)N(C(C)C)CC)C=C(C=C2)F)Cl (R)-2-((5-(2-(6-amino-2-methylhex-3-yl)-2,6-diazaspiro[3.4]oct-6-yl)-3-chloro-1,2,4-triazin-6-yl)oxy)-N-ethyl-5-fluoro-N-isopropylbenzamide formate